(R)-1-(3-(3-chloro-5-(2-methoxypyridin-4-yl)phenyl)morpholino)prop-2-en-1-one ClC=1C=C(C=C(C1)C1=CC(=NC=C1)OC)[C@@H]1COCCN1C(C=C)=O